(R)-2-(((tert-butyldiphenylsilyl)oxy)methyl)pent-4-en [Si](C1=CC=CC=C1)(C1=CC=CC=C1)(C(C)(C)C)OC[C@H](C)CC=C